ClC=1C=C(C=C(C1F)Cl)C(C#N)(F)F 2-(3,5-dichloro-4-fluorophenyl)-2,2-difluoroacetonitrile